C(CC)C=1C=C2CCC(N(C2=CC1)S(=O)(=O)C=1C=CC(=C(CO)C1)OCC1CCOCC1)C 5-((6-propyl-2-methyl-3,4-dihydroquinolin-1(2H)-yl)sulfonyl)-2-((tetrahydro-2H-pyran-4-yl)methoxy)benzyl alcohol